O=C1N(CCC12CCC(CC2)C(=O)NN)C(C)C (5r,8r)-1-oxo-2-(propan-2-yl)-2-azaspiro[4.5]Decane-8-carbonyl-hydrazine